N=1C=NN2C1C=CC(=C2)OC2=CC(=C(C=C2C)NC2=NC=NC1=CC(=C(C=C21)NC(C(=CC2N(CCC2)C)F)=O)OC)OC N-(4-((4-([1,2,4]triazolo[1,5-a]pyridin-6-yloxy)-2-methoxy-5-methylphenyl)amino)-7-methoxyquinazolin-6-yl)-2-fluoro-3-(1-methylpyrrolidin-2-yl)acrylamide